CC(=CCC/C(=C/CC/C(=C/CC/C(=C/CC/C(=C/CC/C(=C/CC/C(=C/CC/C(=C/CC/C(=C/CC/C(=C/CC/C(=C/COP(=O)(O)OC1[C@H]([C@H]([C@@H]([C@H](O1)CO)O)O)O)/C)/C)/C)/C)/C)/C)/C)/C)/C)/C)C The molecule is a polyprenyl glycosyl phosphate and a mannose phosphate. It is a conjugate acid of a D-mannosyl undecaprenyl phosphate(1-).